C(C)(C)(C)C1=C(C(=CC(=C1)SC(C)(C)SC1=CC(=C(C(=C1)C(C)(CCO)C)O)C(C)(C)C)C(C)(C)C)O 2,6-di-tert-butyl-4-((2-((3-(tert-butyl)-4-hydroxy-5-(4-hydroxy-2-methylbutan-2-yl)phenyl)thio)propan-2-yl)thio)phenol